5-(4-fluorophenyl)-furan-2-carbaldehyde FC1=CC=C(C=C1)C1=CC=C(O1)C=O